CN(C=1C(=C(C=CC1)CN(CC1=NC=CC=C1)C(C(=O)[O-])=O)C)C [3-(dimethylamino)-2-methyl-phenyl methyl-(2-pyridylmethyl)amino]-2-oxo-acetate